aminopropanesulfonic acid CCC(N)S(=O)(=O)O